[BH4-].C(C1=CC=CC=C1)O[C@@H](C)C(CC)=O.[Na+] sodium (S)-2-benzyloxy-3-pentanone borohydride